4-methyl-6-ferrocenyl-8-(2-hydroxyphenyl)coumarin CC1=CC(OC2=C(C=C(C=C12)[C-]1C=CC=C1)C1=C(C=CC=C1)O)=O.[CH-]1C=CC=C1.[Fe+2]